5-benzyloxy-4-iodo-2-[(4-methoxyphenyl)methoxy]pyridine tert-butyl-4-[(N-{2-[(tert-butoxycarbonyl)amino]ethyl}-1-cyclobutylformamido)methyl]imidazole-1-carboxylate C(C)(C)(C)OC(=O)N1C=NC(=C1)CN(C(=O)C1CCC1)CCNC(=O)OC(C)(C)C.C(C1=CC=CC=C1)OC=1C(=CC(=NC1)OCC1=CC=C(C=C1)OC)I